C(C)OC(=O)C=1C(=NC2=CC=CN=C2C1N[C@@H](CO)CCC)Cl (R)-2-chloro-4-((1-hydroxypentan-2-yl)amino)-1,5-naphthyridine-3-carboxylic acid ethyl ester